C1(CC1)C=1N=NN(C1)[C@H](C(=O)N1[C@@H](C[C@H](C1)O)C(=O)NCC1=NS(C2=C(N1)C=CC=C2)(=O)=O)C(C)(C)C (2S,4R)-1-[(2S)-2-(4-cyclopropyltriazol-1-yl)-3,3-dimethyl-butanoyl]-N-[(1,1-dioxo-4H-1lambda6,2,4-benzothiadiazin-3-yl)methyl]-4-hydroxy-pyrrolidine-2-carboxamide